FC1=C2C(=NN(C2=CC(=C1)F)COCC[Si](C)(C)C)CCNCC1=C(C=CC=C1)OC 2-(4,6-difluoro-1-((2-(trimethylsilyl)ethoxy)methyl)-1H-indazol-3-yl)-N-(2-methoxybenzyl)ethan-1-amine